CN1CCN(CC1)CC(=O)OC1=CC2=NC=CC=C2N1 pyrrolo[3,2-b]pyridin-2-yl 2-(4-methylpiperazin-1-yl)acetate